7-methoxy-4-(1-methyl-1H-indazol-5-yl)-1H-1,3-benzodiazol COC1=CC=C(C2=C1NC=N2)C=2C=C1C=NN(C1=CC2)C